The molecule is a monoterpene glycoside with formula C23H28O12, isolated from several species of Paeoniae. It has a role as a plant metabolite. It is a cyclic acetal, a lactol, a bridged compound, a beta-D-glucoside, a 4-hydroxybenzoate ester and a monoterpene glycoside. C[C@]12C[C@@]3([C@@H]4C[C@]1([C@@]4([C@H](O2)O3)COC(=O)C5=CC=C(C=C5)O)O[C@H]6[C@@H]([C@H]([C@@H]([C@H](O6)CO)O)O)O)O